2-ethoxy-5-fluoro-N-[(5S)-5-methyl-5,6-dihydropyrazolo[1,5-d]pyrido[3,2-f][1,4]oxazepin-10-yl]benzenesulfonamide C(C)OC1=C(C=C(C=C1)F)S(=O)(=O)NC1=CC=2C=3N([C@H](COC2N=C1)C)N=CC3